dimethylaminoethyl methacrylate benzoate C(C1=CC=CC=C1)(=O)O.C(C(=C)C)(=O)OCCN(C)C